C(C)(C)(C)C=1C=C(CP([O-])([O-])=O)C=C(C1O)C(C)(C)C (3,5-di-tert-butyl-4-hydroxylbenzyl)phosphonate